O=C1NC(CCC1N1C(N(C2=C1C=CC=C2N2CCN(CC2)[C@H]2[C@@H](CN(CC2)C(=O)OC(C)(C)C)F)C)=O)=O tert-butyl (3R,4R)-4-(4-(1-(2,6-dioxopiperidin-3-yl)-3-methyl-2-oxo-2,3-dihydro-1H-benzo[d]imidazol-4-yl)piperazin-1-yl)-3-fluoropiperidine-1-carboxylate